C1(CC1)C=1C(=C2C=NNC2=CC1)CNC(C1=CC(=C(C(=C1)C)F)F)=O N-((5-cyclopropyl-1H-indazol-4-yl)methyl)-3,4-difluoro-5-methyl-benzamide